O.C(CO)(=O)[O-].[K+] potassium glycolate hydrate